FC(C(=O)O)(F)F.CC=1N=C(NC1C)C1=NC=CC(=C1)C=1C=NC=C(C1)C(=O)N1C[C@@H](CC1)F (R)-(2'-(4,5-Dimethyl-1H-imidazol-2-yl)-3,4'-bipyridin-5-yl)(3-fluoropyrrolidin-1-yl)methanone trifluoroacetate salt